C(C)(C)[C@H]1CC[C@H](CC1)N1CCC(CC1)N1C(=CC2=CC=CC=C12)CNC(OCC)=O ethyl ((1-(1-(cis-4-isopropylcyclohexyl) piperidin-4-yl)-1H-indole-2-yl)methyl)carbamate